5-bromo-6-fluoro-1,3-benzothiazole BrC=1C(=CC2=C(N=CS2)C1)F